(2R,3S,4S,5R)-3-(3,4-Difluoro-2-methoxyphenyl)-4,5-dimethyl-5-(trifluoromethyl)tetrahydrofuran-2-carboxamido-N-((1-hydroxycyclopropyl)methyl)picolinamide FC=1C(=C(C=CC1F)[C@H]1[C@@H](O[C@]([C@H]1C)(C(F)(F)F)C)C(=O)NC=1C(=NC=CC1)C(=O)NCC1(CC1)O)OC